NCC=1C(=NC=CC1)NC1C(NC(CC1)=O)=O 3-((3-(Aminomethyl)pyridin-2-yl)amino)piperidine-2,6-dione